(2R,3R,5S)-2-(6-chloro-4-(((1S,5R)-5-hydroxyadamantan-2-yl)amino)-1H-pyrazolo[3,4-d]pyrimidin-1-yl)-5-(hydroxymethyl)-4-methylenetetrahydrofuran-3-ol ClC1=NC(=C2C(=N1)N(N=C2)[C@@H]2O[C@@H](C([C@H]2O)=C)CO)NC2[C@H]1CC3CC(CC2C3)(C1)O